BrC=1C(=C(CNCCCNC2=CC(C3=C(N2)C=CS3)=O)C=C(C1)SC)OCCC1=CC=CC=C1 5-[3-(3-bromo-5-methylsulfanyl-2-phenethyloxy-benzylamino)-propylamino]-4H-thieno[3,2-b]pyridin-7-one